C(O[C@@H]1[C@@](O[C@H](C1)N1C2=NC(=NC(=C2N=C1)N)F)(C#C)COC(=O)OCCC12CC3CC(CC(C1)C3)C2)(OCCC23CC1CC(CC(C2)C1)C3)=O ((2R,3S,5R)-2-((((2-(1-adamantyl)ethoxy)-carbonyl)oxy)methyl)-5-(6-amino-2-fluoro-9H-purin-9-yl)-2-ethynyltetra-hydrofuran-3-yl) 2-(1-adamantyl)ethyl carbonate